ON1C(C(=CC1=O)C1=CC=CC=C1)=O N-hydroxyphenylmaleimide